(R)-tert-butyl 4-(6-((tetrahydrofuran-3-yl)carbamoyl)pyridin-3-yl)piperazine-1-carboxylate O1C[C@@H](CC1)NC(=O)C1=CC=C(C=N1)N1CCN(CC1)C(=O)OC(C)(C)C